2-(2-(3-(2-(2-(2-methoxyethoxy)ethoxy)-ethoxy)propoxy)ethoxy)ethanol COCCOCCOCCOCCCOCCOCCO